(R)-2-((1S,3R)-4,4-difluoro-3-(6-oxo-1,6-dihydro-pyridin-3-yl)-cyclohexyl)-N-(5-((5-fluoropyridin-2-yl)oxy)-pyridin-2-yl)-propanamide FC1([C@H](C[C@H](CC1)[C@H](C(=O)NC1=NC=C(C=C1)OC1=NC=C(C=C1)F)C)C1=CNC(C=C1)=O)F